O=S1(CCC2=C1C(=CC=C2)NC(=O)C=2C=NC=CC2)=O N-(1,1-dioxo-2,3-dihydro-1λ6-benzothiophen-7-yl)pyridine-3-carboxamide